4-Fluoro-6-(1-(1-(2-methoxyethyl)azepan-4-yl)piperidin-4-yl)-1-methyl-2-(4-(methylsulfonyl)phenyl)-1H-benzo[d]imidazol FC1=CC(=CC=2N(C(=NC21)C2=CC=C(C=C2)S(=O)(=O)C)C)C2CCN(CC2)C2CCN(CCC2)CCOC